benzyl N-{1-tert-butyl-3-[(1S,3R)-3-[(tert-butyldimethylsilyl)oxy]cyclopentyl]-1H-pyrazol-5-yl}carbamate C(C)(C)(C)N1N=C(C=C1NC(OCC1=CC=CC=C1)=O)[C@@H]1C[C@@H](CC1)O[Si](C)(C)C(C)(C)C